tert-butyl methyl((4-(4-((phenoxycarbonyl)amino)phenyl)-3,6-dihydropyridin-1(2H)-yl)sulfonyl)carbamate CN(C(OC(C)(C)C)=O)S(=O)(=O)N1CCC(=CC1)C1=CC=C(C=C1)NC(=O)OC1=CC=CC=C1